ClCCCOC1=CC=C(C=C1)C(C)=O (4-(3-chloropropoxy)phenyl)ethan-1-one